ammonium glutamate diacetate C(CN([C@@H](CCC(=O)[O-])C(=O)[O-])CC(=O)[O-])(=O)[O-].[NH4+].[NH4+].[NH4+].[NH4+]